6β-methoxy-3α,5-cyclo-23,24-dinor-5α-cholan-22-al C[C@H](C=O)[C@H]1CC[C@@H]2[C@@]1(CC[C@H]3[C@H]2C[C@H]([C@@]45[C@@]3(CC[C@@H]4C5)C)OC)C